(4R)-4-[3-Oxo-3-[6-[[3-(trifluoro-methylsulfonyl)phenyl]methyl]-2-azaspiro[3.3]heptan-2-yl]propyl]oxazolidin-2-one O=C(CC[C@H]1NC(OC1)=O)N1CC2(C1)CC(C2)CC2=CC(=CC=C2)S(=O)(=O)C(F)(F)F